COC1=CC=C2C=CC=C(C2=C1[2H])CCNC(C)=O N-(2-(7-methoxynaphthalen-1-yl-8-d)ethyl)acetamide